C1=CC=C(C(=C1)C(=O)NCC(=O)O)C(=O)NCC(=O)O Phthalylglycine